NC1=NC=C(C=C1C#CCC(C(=O)OCC)(C)C)C(C)C ethyl 5-(2-amino-5-isopropylpyridin-3-yl)-2,2-dimethylpent-4-ynoate